C1(CC1)C=1C=C(C=CC1)N1N(C(=C(C1=O)NC(C1=CC=C(C=C1)OC(F)F)=O)C1=C(C=C(C=C1F)OC)F)C N-[2-(3-cyclopropylphenyl)-5-(2,6-difluoro-4-methoxyphenyl)-1-methyl-3-oxo-2,3-dihydro-1H-pyrazol-4-yl]-4-(difluoromethoxy)benzamide